5-iodo-2,3-dihydrobenzofuran-6-amine IC=1C(=CC2=C(CCO2)C1)N